2-ethyl-4,6-di(pyridin-2-yl)pyridine C(C)C1=NC(=CC(=C1)C1=NC=CC=C1)C1=NC=CC=C1